(E)-3-((3-ethyl-7-(methylthio)-1,1-dioxido-5-phenyl-2,3,4,5-tetrahydro-1,5-benzothiazepin-8-yl)oxy)acrylic acid C(C)C1CS(C2=C(N(C1)C1=CC=CC=C1)C=C(C(=C2)O/C=C/C(=O)O)SC)(=O)=O